N-(4-(5-cyanopyridin-3-yl)-2-fluorophenyl)-2-(2-(cyclopropanesulfonylamino)thiazol-4-yl)-2-methylpropanamide C(#N)C=1C=C(C=NC1)C1=CC(=C(C=C1)NC(C(C)(C)C=1N=C(SC1)NS(=O)(=O)C1CC1)=O)F